CC1(C(N(OC1)CC1=CC=C(C=C1)C1=NOC(=N1)C(F)(F)F)=O)C 4,4-Dimethyl-2-[[4-[5-(trifluoromethyl)-1,2,4-oxadiazol-3-yl]phenyl]methyl]isooxazolidin-3-one